(4-vinylbenzyl)-pyridinium acetate tert-butyl-(S)-5-amino-4-(5-(6-amino-3-cyano-4-isopropylpyridin-2-yl)-1-oxoisoindolin-2-yl)-5-oxopentanoate C(C)(C)(C)OC(CC[C@@H](C(=O)N)N1C(C2=CC=C(C=C2C1)C1=NC(=CC(=C1C#N)C(C)C)N)=O)=O.C(C)(=O)[O-].C(=C)C1=CC=C(C[N+]2=CC=CC=C2)C=C1